1-(trifluoromethyl)vinyl-boronic acid FC(C(=C)B(O)O)(F)F